CN(C1C[C@H]2CC[C@@H](C1)N2)C=2N=NC(=CC2)C2=NC(=C(C=C2)C=2C=NNC2)NC (1R,3R,5S)-N-methyl-N-{6-[6-(methylamino)-5-(1H-pyrazol-4-yl)pyridin-2-yl]pyridazin-3-yl}-8-azabicyclo[3.2.1]octan-3-amine